C(CCCCCCCCCCC)OS(=O)(=O)[O-].[Na+].NCC(=O)O.NCC(=O)O.NCC(=O)O Tris-glycine sodium dodecyl-sulfate